C(C)O[Si](CCCC1C(=O)OC(C1)=O)(OCC)OCC [3-(triethoxysilyl)propyl]-succinic anhydride